C(C)(C)(C)OC(=O)N1[C@H](CN(C[C@H]1C)C1=C2C=CC(=NC2=C(C=C1)C(NC=1C=C(C=2N(C1)C=C(N2)C)F)=O)OCCOC)C (cis)-4-[8-({8-fluoro-2-methylimidazo[1,2-a]pyridin-6-yl}carbamoyl)-2-(2-methoxyethoxy)quinolin-5-yl]-2,6-dimethylpiperazine-1-carboxylic acid tert-butyl ester